6-(Tert-Butylsulfinyl)-2-methoxy-7-neopentyl-7,8-dihydro-1,6-naphthyridin-5(6H)-one C(C)(C)(C)S(=O)N1C(C=2C=CC(=NC2CC1CC(C)(C)C)OC)=O